6-fluoro-N-((3R,4S)-3-fluoro-1-(2-methoxyethyl)piperidin-4-yl)-4-methoxy-5-(1-(2,2,2-trifluoroethyl)-1H-benzo[d][1,2,3]triazol-6-yl)pyrrolo[2,1-f][1,2,4]triazin-2-amine FC=1C(=C2C(=NC(=NN2C1)N[C@@H]1[C@@H](CN(CC1)CCOC)F)OC)C=1C=CC2=C(N(N=N2)CC(F)(F)F)C1